4,5,2'-tris(4-morpholinyloxy)-2,5'-dichlorobenzophenone N1(CCOCC1)OC1=CC(=C(C(=O)C2=C(C=CC(=C2)Cl)ON2CCOCC2)C=C1ON1CCOCC1)Cl